2-thiopheneethylamine thiocyanate [S-]C#N.S1C(=CC=C1)CCN